ClC1=C(CN2[C@@H](C[C@@](CC2)(C(=O)O)CC2=NC(=CC(=C2F)C)NC2=NNC(=C2)C)C)C=CC=C1Cl (2R,4R)-1-(2,3-dichloro-benzyl)-4-((3-fluoro-4-methyl-6-((5-methyl-1H-pyrazol-3-yl)-amino)pyridin-2-yl)methyl)-2-methylpiperidine-4-carboxylic acid